BrC1=NN(C(=C1)C#N)C1=NC=CC=C1Cl 3-bromo-1-(3-chloro-2-pyridyl)-5-cyanopyrazole